(R)-3-(5-(4-methoxybenzyl)-4-oxo-4,5-dihydro-3H-1-thia-3,5,8-triazaAcenaphthene-2-carboxamido)piperidine-1-carboxylic acid tert-butyl ester C(C)(C)(C)OC(=O)N1C[C@@H](CCC1)NC(=O)C1SC=2N=CC=C3N(C(NC1C23)=O)CC2=CC=C(C=C2)OC